[Si](C1=CC=CC=C1)(C1=CC=CC=C1)(C(C)(C)C)OCC=1C(=CC=2C(N1)=NN(C2)C)N2N=C(C(=C2C)C(C)C)I 1-(6-{[(tert-butyldiphenylsilyl)oxy]methyl}-2-methyl-2H-pyrazolo[3,4-b]pyridin-5-yl)-3-iodo-5-methyl-4-(propan-2-yl)-1H-pyrazole